C=C(CP(O)=O)C(=O)O methylene(2-carboxyethyl)phosphinic acid